5-(1-methyl-1H-pyrazol-5-yl)thiazolo[5,4-b]pyridin-2-amine CN1N=CC=C1C1=CC=C2C(=N1)SC(=N2)N